N-(2-hydroxyphenyl)-phenylglycinate OC1=C(C=CC=C1)NC(C1=CC=CC=C1)C(=O)[O-]